N'-(2-ethyl-4-hydroxy-phenyl)-6-(5-fluoro-4-hydroxy-2-methyl-phenyl)-4-[[(3S)-tetrahydrofuran-3-yl]amino]pyrrolo[1,2-b]pyridazine-3-carboxamidine formic acid salt C(=O)O.C(C)C1=C(C=CC(=C1)O)N=C(N)C1=C(C=2N(N=C1)C=C(C2)C2=C(C=C(C(=C2)F)O)C)N[C@@H]2COCC2